2-[(4-{3-[2-chloro-4-(trifluoromethyl)phenoxy]benzoyl}piperazin-1-yl)methyl]-1-{[(2S)-oxetan-2-yl]methyl}-1H-1,3-benzodiazole-6-carboxylic acid ClC1=C(OC=2C=C(C(=O)N3CCN(CC3)CC3=NC4=C(N3C[C@H]3OCC3)C=C(C=C4)C(=O)O)C=CC2)C=CC(=C1)C(F)(F)F